7-(4,5-dihydroxyphenyl)-3,5-dihydroxyheptane OC1=CC=C(C=C1O)CCC(CC(CC)O)O